P(OC1CCCC1)([O-])=O Cyclopentyl phosphonate